CC1=CC(=NC=C1OC1=CC(=C2C(=N1)N(C=N2)C)NC2=NC=C(C=C2)C(=O)N2C[C@H](OCC2)C)C#N 4-methyl-5-[3-methyl-7-[[5-[(2R)-2-methylmorpholine-4-carbonyl]pyridin-2-yl]amino]imidazo[4,5-b]pyridin-5-yl]oxypyridine-2-carbonitrile